6-(3,3-dimethylpyrrolidin-1-yl)pyridine CC1(CN(CC1)C1=CC=CC=N1)C